ruthenium fluoride oxide [Ru](F)(F)(F)=O